1-((3-Thioxohexahydroimidazo[1,5-a]pyrazin-2(3H)-yl)methyl)cyclobutanecarboxylic acid hydrochloride Cl.S=C1N(CC2N1CCNC2)CC2(CCC2)C(=O)O